methyl 5-cyano-4-methoxy-6-methyl-1,2-dihydropyridine-2-carboxylate C(#N)C=1C(=CC(NC1C)C(=O)OC)OC